NC(CNCCC[Si](OC)(OC)OC)C N-(2-aminopropyl)-3-aminopropyl-trimethoxysilane